tert-butyl (S)-2-((4-methyl-3-((1-(7-(((trifluoromethyl)sulfonyl)oxy) quinolin-5-yl)cyclopropyl)carbamoyl)phenoxy)methyl)azetidine-1-carboxylate CC1=C(C=C(OC[C@H]2N(CC2)C(=O)OC(C)(C)C)C=C1)C(NC1(CC1)C1=C2C=CC=NC2=CC(=C1)OS(=O)(=O)C(F)(F)F)=O